N1C(=CC2=CC=CC=C12)C(=O)O indoloic acid